CC(C)(C)SSC(C)(C)C bis(1,1-dimethylethyl) disulfide